OCC1CCC(CC1)N1C=NC=2C1=NC(=CN2)C2=CC=C(C=C2)O 1-((1r,4r)-4-(Hydroxymethyl)cyclohexyl)-6-(4-hydroxyphenyl)-1H-imidazo[4,5-b]pyrazin